COC(C1=CC(=CC=C1)C=1C(NC2=CC(=C(C=C2C1)C1=CC=C(C=C1)C1=C(C=CC=C1)O)Cl)=O)=O 3-(7-chloro-6-(2'-hydroxy-[1,1'-biphenyl]-4-yl)-2-oxo-1,2-dihydro-quinolin-3-yl)benzoic acid methyl ester